CN1N=CC(=C1)C=1C=CC(N(N1)[C@@H]1CNC[C@H]1OCC1=CC=C(C=C1)C(F)(F)F)=O 6-(1-methyl-1H-pyrazol-4-yl)-2-(trans-4-(4-(trifluoromethyl)benzyloxy)pyrrolidin-3-yl)pyridazin-3(2H)-one